C(CCOCCOCCOCCC)(N)N 4,7,10-trioxa-1,1-tridecanediamine